C1=C(C=CC2=CC(=CC=C12)C(=O)O)C(=O)O.C(C)N(CC)CC triethylamine 2,6-naphthalenedicarboxylic acid salt